4-(benzo[b]thiophen-2-yl)-1H-pyrrolo[2,3-c]pyridine S1C2=C(C=C1C1=C3C(=CN=C1)NC=C3)C=CC=C2